C(C)(=O)N1CCN(CC1)C1=NC2=CC=C(C3=C2N1[C@H](CO3)C3=NC=CC=C3)C=3C(=NOC3C)C (4S)-2-(4-acetylpiperazin-1-yl)-7-(3,5-dimethylisoxazol-4-yl)-4-pyridin-2-yl-4,5-dihydroimidazo[1,5,4-de][1,4]benzoxazine